FCCOC(=O)C=1N(C(=C(C1C(=O)O)C(=O)O)C(=O)O)C(C)(C)C (2-fluoroethyl)1-(tert-butyl)-1H-pyrrole-2,3,4,5-tetracarboxylic acid